ClC1=C(C(=C(C(=C1[2H])[2H])[2H])C=1C(=C(C(=C(C1[2H])[2H])[2H])C1=CC=CC2=C1OC1=C2C=CC=C1C1=C(C(=C(C(=C1[2H])[2H])[2H])[2H])[2H])[2H])[2H] 4-(3'-chloro-[1,1'-biphenyl]-3-yl-2,2',4,4',5,5',6,6'-d8)-6-(phenyl-d5)dibenzo[b,d]furan